4-tritylpiperazin C(C1=CC=CC=C1)(C1=CC=CC=C1)(C1=CC=CC=C1)N1CCNCC1